NC=1C(=NC=C(C1)C1=CC=2C3=C(C=NC2C=C1)N(C(C31CCC1)=O)C)OCC1CN(C1)C(=O)OC(C)(C)C tert-Butyl 3-(((3-amino-5-(3'-methyl-2'-oxo-2',3'-dihydrospiro[cyclobutane-1,1'-pyrrolo[2,3-c]quinolin]-8'-yl)pyridin-2-yl)oxy)methyl)azetidine-1-carboxylate